C(CC)(=O)N1C(CNCC1)C(F)(F)F 4-propionyl-3-(trifluoromethyl)piperazin